BrC=1C(=C(C=CC1OCOC)/C=C/C=1SC2=C(N1)C=C(C(=C2)NCCOCCO)C)OC (E)-2-(2-((2-(3-bromo-2-methoxy-4-(methoxymethoxy)phenylvinyl)-5-methylbenzo[d]thiazol-6-yl)amino)ethoxy)Ethanol